C1N(CCC12NCCCC2)C=O (2,6-diazaspiro[4.5]decan-2-yl)methanone